5-((6-bromo-3-ethyl-3H-imidazo[4,5-c]pyridin-4-yl)amino)-4-fluoro-N-ethyl-2-methylbenzamide BrC1=CC2=C(C(=N1)NC=1C(=CC(=C(C(=O)NCC)C1)C)F)N(C=N2)CC